C(C)(C)(C)[Si](C)(C)OC1=C(CC=2C1=C(SC2Cl)Cl)F Tert-butyl-((1,3-dichloro-5-fluoro-4H-cyclopenta[c]thiophen-6-yl)oxy)dimethylsilane